1-fluoro-N-(5-(6-(7-methyl-9-oxa-3,7-diazabicyclo[3.3.1]nonan-3-yl)-[1,2,4]triazolo[1,5-a]pyridin-2-yl)-8-(methylamino)-2,7-naphthyridin-3-yl)cyclopropane-1-carboxamide FC1(CC1)C(=O)NC=1N=CC2=C(N=CC(=C2C1)C1=NN2C(C=CC(=C2)N2CC3CN(CC(C2)O3)C)=N1)NC